3,5-BIS(TRIFLUOROMETHYL)-2-METHYL-PHENYLISOCYANIDE FC(C=1C(=C(C=C(C1)C(F)(F)F)[N+]#[C-])C)(F)F